((6-methoxy-2-methyl-1,2,3,4-tetrahydroisoquinolin-7-yl)amino)-5-((2-(1-methoxyethyl)phenyl)amino)-N-(methyl-d3)-1,2,4-triazine-6-carboxamide COC=1C=C2CCN(CC2=CC1NC=1N=NC(=C(N1)NC1=C(C=CC=C1)C(C)OC)C(=O)NC([2H])([2H])[2H])C